(1R,5S,6s)-6-(1-Phenylethoxy)-3-azabicyclo[3.1.0]hexane-3-carboxylic acid tert-butyl ester C(C)(C)(C)OC(=O)N1C[C@@H]2C([C@@H]2C1)OC(C)C1=CC=CC=C1